2,2'-methylenebis-(4,6-di-tert-butylphenyl) phosphate P1(=O)(OC2=C(C=C(C=C2C(C)(C)C)C(C)(C)C)CC2=C(C(=CC(=C2)C(C)(C)C)C(C)(C)C)O1)[O-]